{4-[N'-((2-(2-(hydroxy)ethoxy)ethoxy)carbonyl)carbamimidoyl]benzyl}amide hydrochloride Cl.OCCOCCOC(=O)N=C(N)C1=CC=C(C[NH-])C=C1